eicosanyl 5-iodovalerate ICCCCC(=O)OCCCCCCCCCCCCCCCCCCCC